(S)-2-((4-((6-((4-cyano-2-fluorophenoxy)methyl)pyridin-2-yl)oxy)piperidin-1-yl)methyl)-3-(oxetane-2-yl Methyl)-3H-imidazo[4,5-b]pyridine-5-carboxylate C(#N)C1=CC(=C(OCC2=CC=CC(=N2)OC2CCN(CC2)CC2=NC=3C(=NC(=CC3)C(=O)[O-])N2C[C@H]2OCC2)C=C1)F